piperazine cerium [Ce].N1CCNCC1